(2-((1S,4S)-2,5-diazabicyclo[2.2.1]hept-2-yl)-5-fluoro-4-(1-methyl-1H-pyrazol-4-yl)phenyl)-2-(2-fluoro-6-methoxyphenyl)pyrimidine-4-carboxamide [C@@H]12N(C[C@@H](NC1)C2)C2=C(C=C(C(=C2)C=2C=NN(C2)C)F)C=2C(=NC(=NC2)C2=C(C=CC=C2OC)F)C(=O)N